C(C=CC1=CC=CC=C1)OC([C@@H](CC=1C=C(C=C(C1)CP(=O)(OCC)OCC)C1=CC=C(C=C1)Cl)N)=O |r| (+/-)-α-amino-3-(4'-chloro-5-(diethoxyphosphinyl)methyl-[1,1'-biphenyl]-3-yl)propanoic acid cinnamyl ester